(4-((2,6-dioxo-1,2,3,6-tetrahydropyrimidin-4-yl) methyl) morpholin-3-yl) methyl-4-methylbenzenesulfonate CC1=C(C=CC(=C1)C)S(=O)(=O)OC1N(CCOC1)CC=1NC(NC(C1)=O)=O